C(CCC)N1S(C=2N(C(C1)C(=O)O)C(C(=C(C2C2=CC(=CC=C2)C(F)(F)F)CC2=CC=CC1=CC=CC=C21)C(N)=O)=O)(=O)=O 2-butyl-7-carbamoyl-8-(naphthalen-1-ylmethyl)-6-oxo-9-(3-(trifluoromethyl)phenyl)-3,4-dihydro-2H,6H-pyrido[1,2-e][1,2,5]thiadiazine-4-carboxylic acid 1,1-dioxide